5-(2,6-diphenylpyridin-4-yl)-2,4-bis(3-phenyl-9H-carbazol-9-yl)benzonitrile C1(=CC=CC=C1)C1=NC(=CC(=C1)C=1C(=CC(=C(C#N)C1)N1C2=CC=CC=C2C=2C=C(C=CC12)C1=CC=CC=C1)N1C2=CC=CC=C2C=2C=C(C=CC12)C1=CC=CC=C1)C1=CC=CC=C1